The molecule is a steroid sulfate that is the 3-sulfate of epiandrosterone. It has a role as a human metabolite and a mouse metabolite. It is a 17-oxo steroid, an androstanoid and a steroid sulfate. It derives from an epiandrosterone. It is a conjugate acid of an epiandrosterone sulfate(1-). It derives from a hydride of a 5alpha-androstane. C[C@]12CC[C@@H](C[C@@H]1CC[C@@H]3[C@@H]2CC[C@]4([C@H]3CCC4=O)C)OS(=O)(=O)O